CC1=C(C(=CC(=C1)N1CCN(C(CC1)C1=CC=CC=C1)C)C)NC(CC(C)(C)C)=O N-(2,6-dimethyl-4-(4-methyl-5-phenyl-1,4-diazepan-1-yl)phenyl)-3,3-dimethylbutanamide